2-cyclobutanecarbonyl-5-[(2-cyclobutanecarbonyl-1,3-dioxo-2,3-dihydro-1H-inden-5-yl)sulfonyl]-2,3-dihydro-1H-indene-1,3-dione C1(CCC1)C(=O)C1C(C2=CC=C(C=C2C1=O)S(=O)(=O)C=1C=C2C(C(C(C2=CC1)=O)C(=O)C1CCC1)=O)=O